C(=O)C=1C(=C(C=CC1C)O)C=O diformyl-4-methyl-phenol